1,1,1-trimethylol-propane C(O)C(CC)(CO)CO